distearyl-pentaerythritol bisphosphite P(O)(O)O.P(O)(O)O.C(CCCCCCCCCCCCCCCCC)C(O)(C(CO)(CO)CO)CCCCCCCCCCCCCCCCCC